C(C)OC(/C(=C(\C)/N)/C(=S)NC(=O)OCC)=O (Z)-3-amino-2-(ethoxycarbonylaminothiocarbonyl)but-2-enoic acid ethyl ester